2-(7-(ethoxycarbonyl)-2,3-dihydro-1H-pyrrolizin-5-yl)-2-oxoacetic acid C(C)OC(=O)C=1C=C(N2CCCC12)C(C(=O)O)=O